C(C)N1C(N(C(C12CCN(CC2)C(=O)OC(C)(C)C)=O)C2=NC=CC(=C2)C(F)(F)F)=O tert-butyl 1-ethyl-2,4-dioxo-3-[4-(trifluoromethyl)pyridin-2-yl]-1,3,8-triazaspiro[4.5]decane-8-carboxylate